4-(difluoromethyl)-2-fluoro-3-iodo-phenylacetic acid FC(C1=C(C(=C(C=C1)CC(=O)O)F)I)F